C(C1=CC=CC=C1)N1CC2=C(N(C=3N(C2=O)CCN3)CC3=C(C=CC=C3)C)CC1 7-benzyl-10-(2-methylbenzyl)-2,6,7,8,9,10-hexahydroimidazo[1,2-a]pyrido[4,3-d]pyrimidin-5(3H)-one